NC1=NC(=NC2=C(C(=C(C=C12)OC)OC)F)C=1CC(N(C(C1)C)C(C[C@H](C1=CC=C(C=C1)F)NCC)=O)C (3R)-1-(4-(4-amino-8-fluoro-6,7-dimethoxyquinazolin-2-yl)-2,6-dimethyl-3,6-dihydropyridin-1(2H)-yl)-3-(ethylamino)-3-(4-fluorophenyl)propan-1-one